C1(=CC=CC=C1)P(C1=CC=CC=C1)(C1=CC=CC=C1)=O.N(NC(=O)OC(C)C)C(=O)OC(C)C diisopropyl hydrazine-1,2-dicarboxylate compound with triphenylphosphine oxide